Pyridazine-4-carboxylic acid 7-[4-(4-benzo[b]thiophen-4-ylpiperazin-1-yl)butoxy]-2-oxo-3,4-dihydro-2H-quinolin-1-ylmethyl ester S1C2=C(C=C1)C(=CC=C2)N2CCN(CC2)CCCCOC2=CC=C1CCC(N(C1=C2)COC(=O)C2=CN=NC=C2)=O